1-(2-Aminoethyl)-4-methyl-piperazine hydrochloride Cl.NCCN1CCN(CC1)C